C(C)(C)(C)OC(=O)NC1=CC2=CN(N=C2C=C1C(C)(OCC(=O)OCC)C)C1CCC(CC1)CO[Si](C)(C)C(C)(C)C Ethyl 2-[1-[5-(tert-butoxycarbonylamino)-2-[4-[[tert-butyl(dimethyl)silyl]oxymethyl] cyclohexyl]indazol-6-yl]-1-methyl-ethoxy]acetate